trimethyl-[2-[[7-pyrazol-1-yl-4-(4,4,5,5-tetramethyl-1,3,2-dioxaborolan-2-yl)indazol-1-yl]methoxy]ethyl]-silane C[Si](CCOCN1N=CC2=C(C=CC(=C12)N1N=CC=C1)B1OC(C(O1)(C)C)(C)C)(C)C